N-[8-Hydroxy-2-phenyl-6-[2-[(E)-3-phenylprop-2-enoyl]phenoxy]-4,4a,6,7,8,8a-hexahydropyrano[3,2-d][1,3]dioxin-7-yl]acetamide OC1C(C(OC2C1OC(OC2)C2=CC=CC=C2)OC2=C(C=CC=C2)C(\C=C\C2=CC=CC=C2)=O)NC(C)=O